5-[[4-(3-methoxypropyl)phenoxy]methyl]-3-methyl-1-phenyl-pyrazole COCCCC1=CC=C(OCC2=CC(=NN2C2=CC=CC=C2)C)C=C1